2,6-dibromo-4-[4-(4-pentylcyclohexyl)cyclohexyl]phenol BrC1=C(C(=CC(=C1)C1CCC(CC1)C1CCC(CC1)CCCCC)Br)O